(R or S)-7-amino-6,7-dihydro-5H-pyrrolo[1,2-a]imidazole N[C@@H]1CCN2C1=NC=C2 |o1:1|